methyl (trans)-3-((methylsulfonyl)oxy)cyclobutane-1-carboxylate CS(=O)(=O)O[C@@H]1C[C@H](C1)C(=O)OC